(S)-4-ethyl-8-fluoro-4-hydroxy-11-(tetrahydro-2H-pyran-4-yl)-1,12-dihydro-14H-pyrano[3',4':6,7]indolizino[2,1-b]quinoline-3,6,14(4H,11H)-trione C(C)[C@]1(C(OCC=2C(N3CC=4N(C5=CC=C(C=C5C(C4C3=CC21)=O)F)C2CCOCC2)=O)=O)O